1-(5-(4,4-dimethylpiperidin-1-yl)-9-methyltetrazolo[1,5-c]quinazolin-7-yl)ethan-1-one CC1(CCN(CC1)C1=NC=2C(=CC(=CC2C=2N1N=NN2)C)C(C)=O)C